ClC=1C2=C(SC1C(=O)N(CC1=CC(=CC=C1)C1=CC=NC=C1)[C@@H]1CC[C@H](CC1)NC)C=CC=C2 3-chloro-N-[trans-4-(methylamino)cyclohexyl]-N-[[3-(4-pyridyl)phenyl]methyl]-benzo[b]thiophene-2-carboxamide